N=C1N(S(C=C(N1)C)(=O)=O)C 3-imino-2,5-bisMethyl-1,2,4-thiadiazine-1,1-dioxide